tert-butyl (1-(2-bromo-6-chloropyridin-4-yl)-1-hydroxypropan-2-yl)(2-hydroxyethyl)carbamate BrC1=NC(=CC(=C1)C(C(C)N(C(OC(C)(C)C)=O)CCO)O)Cl